methyl-3-(3-(4-acetylphenoxy)azetidin-1-yl)-2-(1H-pyrrol-1-yl)benzoic acid CC1=C(C(=C(C(=O)O)C=C1)N1C=CC=C1)N1CC(C1)OC1=CC=C(C=C1)C(C)=O